CN(CC(=O)N1CCC(CC1)C1=CC2=C(N=C(N=C2N[C@H](C)C2=C(C(=CC=C2)C(F)(F)F)F)C)N=C1OC)C (R)-2-(dimethylamino)-1-(4-(4-((1-(2-fluoro-3-(trifluoromethyl)phenyl)ethyl)amino)-7-methoxy-2-methylpyrido[2,3-d]pyrimidin-6-yl)piperidin-1-yl)ethan-1-one